C[C@@H]1N([C@@H](CC(C1)=O)C)C(=O)OCCCC butyl (2S,6R)-2,6-dimethyl-4-oxopiperidine-1-carboxylate